benzyl (2-(trans-4-hydroxypyrrolidin-3-yl)ethyl)(methyl)carbamate O[C@H]1[C@@H](CNC1)CCN(C(OCC1=CC=CC=C1)=O)C